2-[(2S)-2-aminopropyl]-5-chloro-N-[(2-fluorophenyl)methyl]-3-methylthieno[3,2-b]pyridin-7-amine dihydrochloride Cl.Cl.N[C@H](CC1=C(C2=NC(=CC(=C2S1)NCC1=C(C=CC=C1)F)Cl)C)C